C(C)(C)(C)OC(=O)N1CC(CC1)C1=CC(=C2C=NN(C2=C1)C)C1=C(C(=O)O)C=C(C=C1)F 2-(6-{1-[(tert-Butyloxy)carbonyl]pyrrolidin-3-yl}-1-methyl-1H-indazol-4-yl)-5-fluorobenzoic acid